CC1(OC2=C(C1)C=C(C(=C2)N2CCN(CC2)CC=2N=C(NC2)C)NC(=O)C=2C=NN1C2N=CC=C1)C N-(2,2-dimethyl-6-(4-((2-methyl-1H-imidazol-4-yl)methyl)piperazin-1-yl)-2,3-dihydrobenzofuran-5-yl)pyrazolo[1,5-a]pyrimidine-3-carboxamide